CN1C=CC=2C(=CC=CC12)C=O methyl-1H-indole-4-carbaldehyde